(R)-N-benzyl-1-((4-hydroxy-1-(3-phenylbutyryl)piperidin-4-yl)methyl)-N-methyl-6-oxo-4-phenyl-1,6-dihydropyridine-3-carboxamide C(C1=CC=CC=C1)N(C(=O)C1=CN(C(C=C1C1=CC=CC=C1)=O)CC1(CCN(CC1)C(C[C@@H](C)C1=CC=CC=C1)=O)O)C